3-(7,8-dichloro-1-methyl-4H-[1,2,4]triazolo[4,3-a][1,4]benzodiazepine-6-Yl)-2,4-difluoro-phenol ClC1=C(C=CC2=C1C(=NCC=1N2C(=NN1)C)C=1C(=C(C=CC1F)O)F)Cl